1-(2,6-difluorophenyl)-N-(1,2-dimethyl-4-(2,7-diazaspiro[3.5]nonan-7-yl)-1H-benzo[d]imidazol-5-yl)-6-oxo-1,6-dihydropyridazine-3-carboxamide FC1=C(C(=CC=C1)F)N1N=C(C=CC1=O)C(=O)NC1=C(C2=C(N(C(=N2)C)C)C=C1)N1CCC2(CNC2)CC1